C(C)C1=NOC=C1C(=O)N[C@@H](C1CCC(CC1)C)C1=NC2=C(N1)C=CC(=C2F)C2N(CCOC2)C(CO)=O 3-ethyl-N-[(S)-{4-fluoro-5-[4-(2-hydroxyacetyl)morpholin-3-yl]-1H-benzoimidazol-2-yl}-(4-methylcyclohexyl)methyl]isoxazole-4-carboxamide